FC(C=1C=NC(=NC1)N1CCC(CC1)N1C([C@H](CC1)OC[C@H](C)NC1=C(C(NN=C1)=O)C(F)(F)F)=O)(F)F 5-((S)-1-((S)-1-(1-(5-(trifluoromethyl)pyrimidin-2-yl)piperidin-4-yl)-2-oxopyrrolidin-3-yloxy)propan-2-ylamino)-4-(trifluoromethyl)pyridazin-3(2H)-one